N-(4-acetylbenzenesulfonyl)acetamide C(C)(=O)C1=CC=C(C=C1)S(=O)(=O)NC(C)=O